[Co].C(C)C=1C=C2CC(N(C2=CC1)CC(=O)N)=O 2-(5-ethyl-2-oxo-2,3-dihydro-1H-indol-1-yl)acetamide cobalt